(3,5-difluoro-2-hydroxyphenyl)ethan-1-one FC=1C(=C(C=C(C1)F)C(C)=O)O